C(#N)CC(=O)N[C@H]1C[C@H](CCC1)C(=O)NC1=NC=C(C(=C1)C=1C=C(C2=C(N(C=N2)C(C)C)C1)F)C (1S,3R)-3-(2-cyanoacetamido)-N-(4-(4-fluoro-1-isopropyl-1H-benzo[d]imidazol-6-yl)-5-methylpyridin-2-yl)cyclohexane-1-carboxamide